N[C@]1(C[C@@H]([C@H](C1)O)CCB(O)O)C(=O)O |r| rac-(1S,3S,4S)-1-amino-3-(2-boronoethyl)-4-hydroxycyclopentane-1-carboxylic acid